Cl.Cl.CC1(CCNCC1)C1=NN=CN1C 4-methyl-4-(4-methyl-1,2,4-triazol-3-yl)piperidine dihydrochloride